methyl 5-(bromomethyl)benzothiophene-2-carboxylate BrCC=1C=CC2=C(C=C(S2)C(=O)OC)C1